CC(C(=O)N[C@@H](CC(=O)O)C1=CC=CC=C1)(CC)C (S)-3-(2,2-dimethylbutanamido)-3-phenylpropionic acid